C(#N)C1=CNC2=C(C=CC(=C12)C(F)(F)F)NS(=O)(=O)C=1C=NN(C1)CC(F)F N-[3-cyano-4-(trifluoromethyl)-1H-indol-7-yl]-1-(2,2-difluoroethyl)pyrazole-4-sulfonamide